ClC=1C=NC=C(C1CN1N=CC(=C1)[N+](=O)[O-])Cl 3,5-dichloro-4-((4-nitro-1H-pyrazol-1-yl)methyl)pyridine